5-(3-methyl-1,2,4-oxadiazol-5-yl)pyrimidine-2,4-diol CC1=NOC(=N1)C=1C(=NC(=NC1)O)O